BrCCC1CCN(CC1)C1=CC=C(N=N1)C(=O)NC1CCC(CC1)OC1=CC(=C(C=C1)C#N)Cl 6-(4-(2-Bromoethyl)piperidin-1-yl)-N-((1r,4r)-4-(3-chloro-4-cyanophenoxy)cyclohexyl)pyridazine-3-carboxamide